bis(2-methyl-4,6-bis(1,1-dimethylethyl)phenyl)phosphorous acid ethylester C(C)OP(O)(O)(C1=C(C=C(C=C1C(C)(C)C)C(C)(C)C)C)C1=C(C=C(C=C1C(C)(C)C)C(C)(C)C)C